1,3-dimethoxy-2-methyl-2-(2-tetrahydrofuranyl)propane COCC(COC)(C1OCCC1)C